PentamethylcyclopentadienylIridium (III) CC1=C(C(=C(C1([Ir+2])C)C)C)C